C(=C)N1C(C(CC1)CCC)=O N-vinyl-3-propyl-2-pyrrolidone